FC1=C(C(=C2C=CNC2=C1F)SC([2H])([2H])[2H])OC=1C=CC(=C(C(=N)N)C1)F 5-[[6,7-Difluoro-4-(trideuteriomethylsulfanyl)-1H-indol-5-yl]oxy]-2-fluoro-benzamidine